OCC1=CC(=NC=C1)C(=O)NC1=CC=C(C=C1)C1=CC2=C(N=CN=C2N2CCOCC2)N1COCC[Si](C)(C)C 4-(hydroxymethyl)-N-(4-(4-morpholino-7-((2-(trimethylsilyl)ethoxy)methyl)-7H-pyrrolo[2,3-d]pyrimidin-6-yl)phenyl)picolinamide